ClC=1C=C(CCNC(C(=O)N[C@@H]2C(N(C3=C(OC2)C=CC=C3)C)=O)=O)C=CC1 (S)-N1-(3-chlorophenethyl)-N2-(5-methyl-4-oxo-2,3,4,5-tetrahydrobenzo[b][1,4]oxazepin-3-yl)oxalamide